1-(4-((4-((2-(2-hydroxypropan-2-yl)-5-(4-methylthiophen-2-yl)phenyl)amino)-7-methoxyquinaZolin-6-yl)oxy)piperidin-1-yl)prop-2-en-1-one OC(C)(C)C1=C(C=C(C=C1)C=1SC=C(C1)C)NC1=NC=NC2=CC(=C(C=C12)OC1CCN(CC1)C(C=C)=O)OC